CN(C)C=1C=CC=2N(C1)C=C(N2)CN (6-(N,N-dimethylamino)-imidazo[1,2-a]pyridin-2-yl)methanamine